BrC1=CC=C(C=C1)NCC 4-bromophenyl-ethylamine